[Si](C1=CC=CC=C1)(C1=CC=CC=C1)(C(C)(C)C)OCCCNCCC1=CC(=C(C=C1)OC1=CC=C(C=C1)Cl)F 3-((tert-butyldiphenylsilyl)oxy)-N-(4-(4-chlorophenoxy)-3-fluorophenethyl)propan-1-amine